FC1(OC2=C(O1)C=CC(=C2)[C@H](C)OC2=CC=CC(=N2)N2N=C(C=1CCC[C@H](C21)OC21CC(C2)(C1)C(=O)O)C(F)(F)F)F 3-[[(7R)-1-[6-[(1S)-1-(2,2-difluoro-1,3-benzodioxol-5-yl)ethoxy]-2-pyridinyl]-3-(trifluoromethyl)-4,5,6,7-tetrahydroindazol-7-yl]oxy]bicyclo[1.1.1]pentane-1-carboxylic acid